5-benzyl-N-(3-chlorophenyl)-1H-1,2,4-triazole-3-carboxamide C(C1=CC=CC=C1)C1=NC(=NN1)C(=O)NC1=CC(=CC=C1)Cl